1-[3-(Cyanomethyl)oxetan-3-yl]-N-(3,4-dichloro-1H-indol-7-yl)pyrazol-4-sulfonamid C(#N)CC1(COC1)N1N=CC(=C1)S(=O)(=O)NC=1C=CC(=C2C(=CNC12)Cl)Cl